O1C2=C(OCC1)C=C(C=C2)S(=O)(=O)N2CC1=C(C2)CN(C1)C(C(CO)C1=CC=CC=C1)=O 1-(5-((2,3-dihydrobenzo[b][1,4]dioxin-6-yl)sulfonyl)-3,4,5,6-tetrahydropyrrolo[3,4-c]pyrrol-2(1H)-yl)-3-hydroxy-2-phenylpropan-1-one